2-[2-(7,7-difluoro-3,3a,4,5,6,7a-hexahydro-1H-isoindol-2-yl)-3-quinolyl]-4-oxo-1H-1,6-naphthyridine-5-carboxamide FC1(CCCC2CN(CC12)C1=NC2=CC=CC=C2C=C1C=1NC=2C=CN=C(C2C(C1)=O)C(=O)N)F